C(#N)C=1C(=CC(=NC1)NC(=O)N1CCCC2=CC(=C(N=C12)C=O)CN1C(CN(CC1)C)=O)NCC=1SC(=CC1)C N-(5-cyano-4-(((5-methylthiophen-2-yl)methyl)amino)pyridin-2-yl)-7-formyl-6-((4-methyl-2-oxopiperazin-1-yl)methyl)-3,4-dihydro-1,8-naphthyridine-1(2H)-carboxamide